N'-(2-benzyloxy-3,3-difluoro-pent-4-enoyl)-6-[(1R)-1-methylpent-4-enoxy]-3-nitro-5-(trifluoromethyl)pyridine-2-carbohydrazide C(C1=CC=CC=C1)OC(C(=O)NNC(=O)C1=NC(=C(C=C1[N+](=O)[O-])C(F)(F)F)O[C@@H](CCC=C)C)C(C=C)(F)F